(E)-N-hydroxy-3-(2-(isopropyl(3-(trifluoromethyl)benzyl)amino)phenyl)acrylamide ONC(\C=C\C1=C(C=CC=C1)N(CC1=CC(=CC=C1)C(F)(F)F)C(C)C)=O